COC=1C=C(N(C2=CC=CC=C2)C2=CC(=CC=C2)OC)C=CC1 3-methoxy-N-(3-methoxyphenyl)-N-phenylaniline